FC(C1=CC=C(C=C1)C1(CCCCC1)O)(F)F 1-(4-trifluoromethylphenyl)cyclohexanol